3-(2-(1H-1,2,4-triazol-5-yl)pyridin-4-yl)-5-(trifluoromethyl)-1,2,4-oxadiazole N1N=CN=C1C1=NC=CC(=C1)C1=NOC(=N1)C(F)(F)F